ClC1=C(C=C(C(=C1)N(C1=CC=C(C=C1)C(F)(F)F)C)C)N=CN(C)CC N'-(2-chloro-5-methyl-4-(methyl(4-(trifluoromethyl)phenyl)amino)phenyl)-N-ethyl-N-methylformimidamide